ClC=1C(N(C(C1Cl)O)CC1=CC(=C(C(=C1)F)F)F)=O 3,4-dichloro-5-hydroxy-1-(3,4,5-trifluorobenzyl)-1H-pyrrol-2(5H)-one